2'-methyl-spiro[4,5-dihydrothieno[2,3-c]pyran-7,4'-piperidine]-2-carbonitrile (trifluoroacetate) FC(C(=O)O)(F)F.CC1NCCC2(C1)OCCC1=C2SC(=C1)C#N